(2S,4R)-2'-chloro-4'-fluoro-2-methyl-4',5'-dihydrospiro[piperidine-4,7'-thieno[2,3-C]pyran]-1-carboxylic acid tert-butyl ester C(C)(C)(C)OC(=O)N1[C@H](C[C@]2(OCC(C3=C2SC(=C3)Cl)F)CC1)C